CC(C)C1=CC=C(C=N1)C1=NN2C(N=CC=C2)=C1C(=O)N[C@@H]1C(NC2=C(C(=N1)C1=CC=CC=C1)C=CC=C2)=O 2-(6-propan-2-ylpyridin-3-yl)-N-[(3S)-2-oxo-5-phenyl-1,3-dihydro-1,4-benzodiazepine-3-Yl]pyrazolo[1,5-a]pyrimidine-3-carboxamide